C12=NC3CC(CC(C1)C3)C2 2-aza-1-adamantaneN